C(C)(CC)C1=CC(=CC(=C1)[N+](=O)[O-])[N+](=O)[O-] 2-sec-butyl-4,6-dinitrobenzene